OC1=C(N=C(N(C1=O)C)C1CN(CCC1)C(=O)C=1C=NC=NC1)C(=O)NC=1C=NOC1 5-hydroxy-N-(isoxazol-4-yl)-1-methyl-6-oxo-2-(1-(pyrimidine-5-carbonyl)piperidin-3-yl)-1,6-dihydropyrimidine-4-carboxamide